3-(1-oxo-5-(((2-((2-((4-(((triisopropylsilyl)oxy)methyl)benzyl)oxy)phenyl)amino)ethyl)amino)methyl)isoindolin-2-yl)piperidine-2,6-dione O=C1N(CC2=CC(=CC=C12)CNCCNC1=C(C=CC=C1)OCC1=CC=C(C=C1)CO[Si](C(C)C)(C(C)C)C(C)C)C1C(NC(CC1)=O)=O